[2,2'-bipyridine]-4-carboxylic acid ruthenium (II) chloride [Ru](Cl)Cl.N1=C(C=C(C=C1)C(=O)O)C1=NC=CC=C1